(1R,2S,3S,4R)-3-((2-(5-fluoro-1-tosyl-1H-pyrrolo[2,3-b]pyridin-3-yl)-6-formylpyrrolo[2,1-f][1,2,4]triazin-4-yl)amino)bicyclo[2.2.2]octane-2-carboxylic acid ethyl ester C(C)OC(=O)[C@H]1C2CCC([C@@H]1NC1=NC(=NN3C1=CC(=C3)C=O)C3=CN(C1=NC=C(C=C13)F)S(=O)(=O)C1=CC=C(C)C=C1)CC2